2-fluoro-6-(3-methylbenzylamino)purine tert-butyl-(R)-2-formylpiperidine-1-carboxylate C(C)(C)(C)OC(=O)N1[C@H](CCCC1)C=O.FC1=NC(=C2NC=NC2=N1)NCC1=CC(=CC=C1)C